C(C)C(CO)(CCCC)C 2-Ethyl-2-methylhexanol